3-[4-({2-[(1S)-1-hydroxyethyl]phenyl}sulfamoyl)phenyl]-1-(pyridin-3-ylmethyl)urea O[C@@H](C)C1=C(C=CC=C1)NS(=O)(=O)C1=CC=C(C=C1)NC(NCC=1C=NC=CC1)=O